CN1N=CC(=C1)C=1C=C2N(N=CC=C2N2CC3CCC(C2)N3C(=O)OC(C)(C)C)C1 tert-butyl 3-(6-(1-methyl-1H-pyrazol-4-yl)pyrrolo[1,2-b]pyridazin-4-yl)-3,8-diazabicyclo[3.2.1]octane-8-carboxylate